C(C)C1=C(C=NC=C1)C1=CC2=C(NC(O2)=O)C=C1 6-(4-ethylpyridin-3-yl)benzo[d]oxazol-2(3H)-one